O=C(CNC(C1=CC(=CC=C1)C(F)(F)F)=O)N1C2C(CC1)N(CC2)C2CCC(CC2)OC=2C=NC=CC2 N-(2-oxo-2-(4-((1s,4s)-4-(pyridin-3-yloxy)cyclohexyl)hexahydropyrrolo[3,2-b]pyrrol-1(2H)-yl)ethyl)-3-(trifluoromethyl)benzamide